N-[4-[(6,7-Dimethoxy-1,5-naphthyridin-4-yl)oxy]-3-fluorophenyl]-4-hydroxy-6-methyl-5-(1,2-oxazol-4-yl)pyridine-3-carboxamide COC=1N=C2C(=CC=NC2=CC1OC)OC1=C(C=C(C=C1)NC(=O)C=1C=NC(=C(C1O)C=1C=NOC1)C)F